CNCC1=NC(=CC2=C1CNC2=O)N2[C@@H](COCC2)C (R)-4-((methylamino)methyl)-6-(3-methylmorpholino)-2,3-dihydro-1H-pyrrolo[3,4-c]pyridin-1-one